2-Amino-N-{1-[8-chloro-5-(4-methylpiperidin-1-yl)imidazo[1,5-a]pyridin-6-yl]ethyl}pyrazolo[1,5-a]pyrimidine-3-carboxamide NC1=NN2C(N=CC=C2)=C1C(=O)NC(C)C=1C=C(C=2N(C1N1CCC(CC1)C)C=NC2)Cl